FC1=CC=CC=2C(=N[C@@H](C(NC21)=O)NC(=O)C=2C(=NN1C2N=CC(=C1)C1=COC=C1)C)C1=CC=CC=C1 N-[(3S)-9-Fluoro-2-oxo-5-phenyl-1,3-dihydro-1,4-benzodiazepin-3-yl]-6-(furan-3-yl)-2-methylpyrazolo-[1,5-a]pyrimidine-3-carboxamide